(S)-2-((4-((2-((4-Cyano-2,5-difluorophenoxy)methyl)pyrimidin-4-yl)oxy)piperidin-1-yl)methyl)-1-(oxetan-2-ylmethyl)-1H-benzo[d]imidazole-6-carboxylic acid C(#N)C1=CC(=C(OCC2=NC=CC(=N2)OC2CCN(CC2)CC2=NC3=C(N2C[C@H]2OCC2)C=C(C=C3)C(=O)O)C=C1F)F